tert-butyl ((3S,4R,5R,6R)-4,5-bis(benzyloxy)-6-((benzyloxy)methyl)tetrahydro-2H-pyran-3-yl)carbamate C(C1=CC=CC=C1)O[C@@H]1[C@H](CO[C@@H]([C@@H]1OCC1=CC=CC=C1)COCC1=CC=CC=C1)NC(OC(C)(C)C)=O